C(C)(C)(C)OC(=O)NC1=C(OC2=C1C=CC=C2)C(=O)OCC Ethyl 3-((tert-Butoxy carbonyl)amino)benzofuran-2-carboxylate